tert-butyl (1R,5S)-1-(benzoyloxymethyl)-2-oxo-3-azabicyclo[3.1.0]hexane-3-carboxylate C(C1=CC=CC=C1)(=O)OC[C@@]12C(N(C[C@H]2C1)C(=O)OC(C)(C)C)=O